C(=O)C1=CC=C(C=C1)N1N=CN=C1 1-(4-formylphenyl)-1,2,4-triazole